FC1=C2C=CNC2=CC(=C1OC=1C=CC(=C(C1)C=1NC(=NN1)C(C)C=1C(=C(C=CC1)C(C(=O)O)C)F)F)F (3-(1-(5-(5-((4,6-difluoro-1H-indol-5-yl)oxy)-2-fluorophenyl)-4H-1,2,4-triazol-3-yl)ethyl)-2-fluorophenyl)propanoic acid